1-((2-(5-methylpyridin-2-yl)cyclopropyl)methyl)-1,3-dihydro-2H-benzo[d]imidazol-2-one CC=1C=CC(=NC1)C1C(C1)CN1C(NC2=C1C=CC=C2)=O